NCCN1C(C2=CC(=CC=C2C2(CCNCC2)C1=O)C#N)C1CCC(CC1)C(C)C 2-(2-aminoethyl)-1-((1s,4s)-4-isopropylcyclohexyl)-3-oxo-2,3-dihydro-1H-spiro[isoquinoline-4,4-piperidine]-7-carbonitrile